ethyl 5-((2-bromopyridin-3-yl)methoxy)-2-methylbenzofuran-3-carboxylate BrC1=NC=CC=C1COC=1C=CC2=C(C(=C(O2)C)C(=O)OCC)C1